N-(3-((7-(2,6-dichloro-3,5-dimethoxyphenyl)-2,6-naphthyridin-3-yl)amino)-1-methyl-1H-pyrazol-4-yl)acryl-amide ClC1=C(C(=C(C=C1OC)OC)Cl)C1=NC=C2C=C(N=CC2=C1)NC1=NN(C=C1NC(C=C)=O)C